C(=O)O.FC1=C(C=CC=C1)S(=O)(=O)NC1=C(C(=C(C=C1)C)C1=CC2=C(N=C(N=C2)NC)N2C1=NCC2)F 2-fluoro-N-(2-fluoro-4-methyl-3-(2-(methylamino)-8,9-dihydroimidazo[1',2':1,6]pyrido[2,3-d]pyrimidin-6-yl)phenyl)benzenesulfonamide formate salt